C1(=CC=CC=C1)C1=CC=CC=2C3=C(SC21)C(=CC=C3)C=3C=C(C=CC3)C3=CC(=CC=C3)C3=CC=CC=2C=CC1=C(C=4C(=NC=CN4)O1)C32 (3'-(6-phenyldibenzothiophen-4-yl)biphenyl-3-yl)naphtho[1',2':4,5]furo[2,3-b]pyrazine